6-(7-(1-(tert-butyl)-3-(4-chloro-3-fluorophenyl)-1H-pyrrolo[2,3-b]pyridine-6-carbonyl)-2,7-diazaspiro[4.4]nonan-2-yl)-2,4-dimethylnicotinic acid C(C)(C)(C)N1C=C(C=2C1=NC(=CC2)C(=O)N2CC1(CCN(C1)C1=NC(=C(C(=O)O)C(=C1)C)C)CC2)C2=CC(=C(C=C2)Cl)F